FC1=C(C(=CC=C1)F)[C@H]1N(OCC1)C1=CC(=NC=N1)NC=1C(=CC(=C(C1)NC(C=C)=O)N1CCC(CC1)N1CCN(CC1)CC)OC N-(5-((6-((S)-3-(2,6-difluorophenyl)isoxazolidine-2-yl)pyrimidine-4-yl)amino)-2-(4-(4-ethylpiperazine-1-yl)piperidine-1-yl)-4-methoxyphenyl)acrylamide